ClC1=NC=CC(=C1)OC=1C=NC(=CC1)[N+](=O)[O-] 2-chloro-4-((6-nitro-pyridin-3-yl)oxy)pyridine